2-(4-(5-(1-propenoylpyrrolidin-3-yl)pyrrolo[1,2-c]pyrimidin-7-yl)phenoxy)isonicotinic acid C(C=C)(=O)N1CC(CC1)C=1C=C(N2C=NC=CC21)C2=CC=C(OC=1C=C(C(=O)O)C=CN1)C=C2